ClC1=C(C(=NC=C1)CC(=O)Cl)O 4-chloro-3-hydroxypicolinyl-formyl chloride